CC=1C(=C(C(=O)O)C=CC1)NC1=C(C=NC2=CC=C(C=C12)Cl)C1CCOCC1.C1(CCCC1)CC1=CC=C(C=C1)C(C)=O 1-(4-(Cyclopentylmethyl)phenyl)ethan-1-one methyl-[(6-chloro-3-tetrahydropyran-4-yl-4-quinolinyl)amino]benzoate